O1CCN(CC1)C=1C2=C(N=CN1)N(C(=C2)C2=CC=C(C=C2)NS(=O)(=O)C=2C=C(CN1C[C@@H](CCC1)NC(OC(C)(C)C)=O)C=CC2)COCC[Si](C)(C)C tert-butyl (R)-(1-(3-(N-(4-(4-morpholino-7-((2-(trimethylsilyl)ethoxy)methyl)-7H-pyrrolo[2,3-d]pyrimidin-6-yl)phenyl)sulfamoyl)benzyl)piperidin-3-yl)carbamate